dioleyl phosphate P(=O)(OCCCCCCCC\C=C/CCCCCCCC)(OCCCCCCCC\C=C/CCCCCCCC)[O-]